N-benzyl-alpha-amino-caprolactam C(C1=CC=CC=C1)N1C(C(CCCC1)N)=O